diazacyclopentadecapentaen-5-one N1=NC=CC(C=CC=CC=CCCCC1)=O